3-{2-amino-3-[(2-imino-2,3-dihydro-1,3-oxazol-3-yl)methyl]phenyl}-1-{1-[3-(trifluoromethyl)phenyl]ethyl}thiourea NC1=C(C=CC=C1CN1C(OC=C1)=N)NC(NC(C)C1=CC(=CC=C1)C(F)(F)F)=S